C(C)(=O)O[C@H]1[C@H](O[C@@H]([C@H]([C@@H]1OC(C)=O)OC(C)=O)C(=O)OC)Br (2R,3R,4S,5S,6S)-2-bromo-6-(methoxycarbonyl)tetrahydro-2H-pyran-3,4,5-triol triacetate